tert-butyl (tert-butoxycarbonyl)(5-cyanopyridin-3-yl)carbamate C(C)(C)(C)OC(=O)N(C(OC(C)(C)C)=O)C=1C=NC=C(C1)C#N